ClC1=C(C(=C(C=C1)O)I)C 4-chloro-2-iodo-3-methylphenol